NC1=NC(N(C=C1Br)[C@@H]1O[C@@]([C@H](C1)O)(CO)CF)=O 4-amino-5-bromo-1-((2r,4s,5r)-5-(fluoromethyl)-4-hydroxy-5-(hydroxymethyl)tetrahydrofuran-2-yl)pyrimidin-2(1H)-one